O1NC=CC2=CC=CC=C12 aza-chromene